COC=1C=C2C=C(NC2=CC1C1=NC=C(N=C1)OC)CNC(N(C)C)=O 3-{[5-methoxy-6-(5-methoxy-2-pyrazinyl)-2-indolyl]methyl}-1,1-dimethylurea